FC1CC2(CCC(N2C1)=O)C(=O)OCC ethyl 2-fluoro-5-oxotetrahydro-1H-pyrrolizine-7a(5H)-carboxylate